8-((3R,4R)-3-ethyl-4-(4-(trifluoromethyl)phenoxy)piperidin-1-yl)-5-methyl-6-oxo-5,6-dihydro-1,5-naphthyridine-2-carbonitrile C(C)[C@@H]1CN(CC[C@H]1OC1=CC=C(C=C1)C(F)(F)F)C1=CC(N(C=2C=CC(=NC12)C#N)C)=O